N-[(4S)-3,4-dihydro-2H-benzopyran-4-yl]-4-(3,6-dihydro-2H-pyran-4-yl)-7-fluoro-8-(2,3,5-trifluorophenyl)quinoline-3-carboxamide O1CC[C@@H](C2=C1C=CC=C2)NC(=O)C=2C=NC1=C(C(=CC=C1C2C=2CCOCC2)F)C2=C(C(=CC(=C2)F)F)F